1-(4-(3-bromopropyl)-1-oxoisoindolin-2-yl)dihydropyrimidine-2,4(1H,3H)-dione BrCCCC1=C2CN(C(C2=CC=C1)=O)N1C(NC(CC1)=O)=O